2-(azetidin-1-yl)-8-(4-(difluoromethoxy)phenyl)-6-(quinolin-6-yl)pyrido[4,3-d]pyrimidin N1(CCC1)C=1N=CC2=C(N1)C(=CN(C2)C=2C=C1C=CC=NC1=CC2)C2=CC=C(C=C2)OC(F)F